C(#N)C=1C=CC(=C(C1)NS(=O)(=O)C=1C=C(C(=O)O)C=CC1OC)C1=NC=CC=C1 3-(N-(5-cyano-2-(pyridin-2-yl)phenyl)sulfamoyl)-4-methoxybenzoic Acid